C[C@@H]1C=2N(CCN1C=O)N=CC2 ((R)-4-methyl-6,7-dihydropyrazolo[1,5-a]pyrazin-5(4H)-yl)methanone